O=C1N(C=NC2=CC=CC(=C12)NCC1=CC=C(C=C1)CN1CCC(CC1)C(F)(F)F)C1C(NC(CC1)=O)=O 3-(4-oxo-5-((4-((4-(trifluoromethyl)piperidin-1-yl)methyl)benzyl)amino)quinazolin-3(4H)-yl)piperidine-2,6-dione